N-(4-([1,2,4]triazolo[1,5-a]pyridin-7-yloxy)-5-chloro-2-fluorophenyl)-7-bromo-6-chloropyrido[3,2-d]pyrimidin-4-amine N=1C=NN2C1C=C(C=C2)OC2=CC(=C(C=C2Cl)NC=2C1=C(N=CN2)C=C(C(=N1)Cl)Br)F